N1=C(C=CC=C1)CN(CC1=NC=CC=C1)CC1=NC=CC=C1 N,N,N-tris(pyridin-2-ylmethyl)amine